N-(3,3-difluorocyclobutyl)-5-(1-methyl-1H-benzo[d][1,2,3]triazol-6-yl)pyrrolo[2,1-f][1,2,4]triazin-2-amine FC1(CC(C1)NC1=NN2C(C=N1)=C(C=C2)C=2C=CC1=C(N(N=N1)C)C2)F